7-methoxy-2-oxo-3-phenylquinoxaline COC1=CC=C2N=C(C(NC2=C1)=O)C1=CC=CC=C1